ClC=1C=C2C=C(C(NC2=CC1)=O)CNC1=CC=C(N(C1=O)C)C#N 5-{[(6-chloro-2-oxo-1,2-dihydroquinolin-3-yl)methyl]amino}-1-methyl-6-oxo-1,6-dihydropyridine-2-carbonitrile